NC=1C=C(CN(C2=CC=NC=3N2N=CC3C(C)C)C(=O)OC(C)(C)C)C=CC1 7-((3-aminobenzyl)(tert-butoxycarbonyl)amino)-3-isopropylpyrazolo[1,5-a]pyrimidine